{(R)-1-[(2S,4S)-2-[(1-Methyl-1H-benzotriazol-5-ylmethyl)-carbamoyl]-4-(3-methyl-ureido)-pyrrolidine-1-carbonyl]-3-phenyl-propyl}-carbamic acid tert-butyl ester C(C)(C)(C)OC(N[C@H](CCC1=CC=CC=C1)C(=O)N1[C@@H](C[C@@H](C1)NC(=O)NC)C(NCC1=CC2=C(N(N=N2)C)C=C1)=O)=O